1-t-butoxycarbonylguanidinomethyl-3-[131I]Iodobenzoate C(C)(C)(C)OC(=O)N(C(=N)N)COC(C1=CC(=CC=C1)[131I])=O